2-(7-methoxy-1H-indol-3-yl)-2-phenylindol-3-one COC=1C=CC=C2C(=CNC12)C1(NC2=CC=CC=C2C1=O)C1=CC=CC=C1